ClCC(=O)N(C)C1=C(C=CC=C1Cl)Cl 2-chloro-N-(2,6-dichlorophenyl)-N-methylacetamide